8-isopropyl-1,6-naphthyridin C(C)(C)C=1C=NC=C2C=CC=NC12